4-Chloro-6-(3-((1S,3R)-3-methoxy-1-(4-methyl-4H-1,2,4-triazol-3-yl)cyclobutyl)phenyl)-2-(((S)-3-methylpiperidin-1-yl)methyl)-1,6-dihydro-7H-pyrrolo[2,3-c]pyridin-7-one ClC=1C2=C(C(N(C1)C1=CC(=CC=C1)C1(CC(C1)OC)C1=NN=CN1C)=O)NC(=C2)CN2C[C@H](CCC2)C